Sodium Hydrogen Phosphate phosphate P(=O)([O-])(O)O.P(=O)(O)(O)O.[Na+]